C(CCC)SC1CCC(O1)=O 5-(butylsulfanyl)oxolan-2-one